FC1=C(C(=CC(=C1)OC)F)N1C(=NC(=C1)C(=O)OCC)NC(C1=CC=C(C=C1)OC(F)F)=O Ethyl 1-(2,6-difluoro-4-methoxyphenyl)-2-[4-(difluoromethoxy)benzamido]-1H-imidazole-4-carboxylate